COC1=CC=C(C=C1)S(=O)(=O)C1=CC=C(C=C1)OC di(4-(methoxy)phenyl)sulfone